(Z)-1-(3-(2-((benzyloxy)methyl)-4-chlorophenyl)-4-oxothiazolidin-2-ylidene)-3-(2-fluoro-4-(1-(4-(trifluoromethoxy)phenyl)-1H-1,2,4-triazol-3-yl)phenyl)urea C(C1=CC=CC=C1)OCC1=C(C=CC(=C1)Cl)N1/C(/SCC1=O)=N/C(=O)NC1=C(C=C(C=C1)C1=NN(C=N1)C1=CC=C(C=C1)OC(F)(F)F)F